CC(CCCC(=O)O)=C 5-Methyl-5-hexenoic acid